tert-butyl N-[2-[2-[2-[2-[2-[2-[2-[2-[2-[benzyl(methyl)amino] ethoxy] ethoxy]ethoxy]ethoxy]ethoxy]ethoxy]ethoxy]ethoxy]ethyl]-N-tert-butoxycarbonyl-carbamate C(C1=CC=CC=C1)N(CCOCCOCCOCCOCCOCCOCCOCCOCCN(C(OC(C)(C)C)=O)C(=O)OC(C)(C)C)C